molybdenum (VI) bis(trifluoromethanesulfonate) FC(S(=O)(=O)[O-])(F)F.FC(S(=O)(=O)[O-])(F)F.[Mo+6]